BrC=1N=CN(C1)CC#N 2-(4-bromoimidazol-1-yl)acetonitrile